N-(4-(2-methyl-1H-indol-3-yl)cyclohex-3-en-1-yl)benzamide CC=1NC2=CC=CC=C2C1C1=CCC(CC1)NC(C1=CC=CC=C1)=O